NC=1N=C(C2=C(N1)C=CN2CC2=C(C=C(C=C2)CNCCOCCOCCO)OC)NCCCCC 2-[2-(2-{[(4-{[2-amino-4-(pentylamino)-5H-pyrrolo[3,2-d]pyrimidin-5-yl]methyl}-3-methoxyphenyl)methyl]amino}ethoxy)ethoxy]ethan-1-ol